O=C1NC(CCC1N1C(N(C2=C1C=CC=C2C#CCCCCNC(OC(C)(C)C)=O)C)=O)=O tert-butyl N-[6-[1-(2,6-dioxopiperidin-3-yl)-3-methyl-2-oxo-1,3-benzodiazol-4-yl]hex-5-yn-1-yl]carbamate